CN(C1CCN(CC1)C[C@@H]1CC[C@H](CO1)NC=1C2=C(N=CN1)NC=C2C=O)C (4-{[(3R,6S)-6-{[4-(dimethylamino)hexahydropyridin-1-yl]methyl}-3,4,5,6-tetrahydro-2H-pyran-3-yl]amino}-7H-pyrrolo[2,3-d]pyrimidin-5-yl)methanone